FC1=CC(=C(C=O)C(=C1)C)C 4-fluoro-2,6-dimethylbenzaldehyde